C(#N)C1=C(C=C(C=C1F)CC(C)C)N1N=C2C(=C1)C(N(C2)C(=O)OCC2=CC=CC=C2)C benzyl 2-(2-cyano-3-fluoro-5-isobutylphenyl)-4-methyl-2,6-dihydropyrrolo[3,4-c]pyrazole-5(4H)-carboxylate